O[C@@H]1[C@H](N(CC[C@H]1O)C)C[C@H]1N=C(C2=CC=CC=C2C1)C1=CC=C(C=C1)F ((2R,3R,4R)-3,4-dihydroxy-1-methylpiperidin-2-yl)methyl-(S)-1-(4-fluorophenyl)-3,4-dihydroisoquinoline